CC1=C(C=NC(=C1)C(F)(F)F)N1C(NC2(C1)CCC(CC2)(C2=CC=CC=C2)NC)=O 3-(4-methyl-6-(trifluoromethyl)pyridin-3-yl)-8-(methylamino)-8-phenyl-1,3-diazaspiro[4.5]decan-2-one